N-(2-amino-ethyl)-3-aminopropylmethyl-trimethoxysilane NCCNCCCCO[Si](OC)(OC)C